BrC1=CC=C(CC1)C(=O)C1=CC(=C2C(=CC(=CN12)C)C)C(=O)OCC Ethyl 3-(4-bromocyclohexa-1,3-diene-1-carbonyl)-6,8-dimethylindolizine-1-carboxylate